3-((7-(6-amino-4-methyl-3-(trifluoromethyl)pyridin-2-yl)-4-(3,8-diazabicyclo[3.2.1]octan-3-yl)-6-chloro-8-fluoroquinazolin-2-yl)oxy)-2-(hydroxymethyl)-2-(methoxymethyl)propanenitrile NC1=CC(=C(C(=N1)C1=C(C=C2C(=NC(=NC2=C1F)OCC(C#N)(COC)CO)N1CC2CCC(C1)N2)Cl)C(F)(F)F)C